CC1(CN(CC1)C(=O)[O-])C 3,3-dimethylpyrrolidine-1-carboxylate